3-hydroxy-8-(3-hydroxypropyl)-6H-benzo[c]chromen-6-one OC1=CC=C2C3=C(C(OC2=C1)=O)C=C(C=C3)CCCO